C(C)(C)(C)NC(C)C tert.-Butylisopropylamin